CN(CCN1CCN(CC1)C1(OC(=C(N1)C=O)C1=CC=CC=C1)C1=CC=C(C=C1)C(F)(F)F)C [(4-(2-(Dimethylamino)ethyl)piperazin-1-yl)-5-phenyl-2-(4-(trifluoromethyl)phenyl)oxazol-4-yl]methanone